5-(4-cyclohexylphenyl)-3-(3-hydroxy-3-methylazetidine-1-carbonyl)pyrazolo[1,5-a]pyrimidin-7(4H)-one C1(CCCCC1)C1=CC=C(C=C1)C=1NC=2N(C(C1)=O)N=CC2C(=O)N2CC(C2)(C)O